N-(6-(N-(tert-Butyl)sulfamoyl)pyridin-2-yl)-5-((1,3-dihydroxy-2-methylpropan-2-yl)amino)-3-(6-azaspiro[2.5]octan-6-yl)pyrazin-2-carboxamid C(C)(C)(C)NS(=O)(=O)C1=CC=CC(=N1)NC(=O)C1=NC=C(N=C1N1CCC2(CC2)CC1)NC(CO)(CO)C